2-Methyl-5-oxo-1-(1-phenylethyl)piperidine-4-carboxylic acid ethyl ester C(C)OC(=O)C1CC(N(CC1=O)C(C)C1=CC=CC=C1)C